3-(3-chloro-4-fluorophenyl)-1-(8,9-difluoro-6-oxo-1,2,3,4,5,6-hexahydrobenzo[c][1,7]naphthyridin-1-yl)-1-methylurea ClC=1C=C(C=CC1F)NC(N(C)C1C=2C3=C(C(NC2CNC1)=O)C=C(C(=C3)F)F)=O